tert-butyl (R)-3-(6-((3-carbamoyl-6-(3-(3-methyl-2-oxoimidazolidin-1-yl)piperidin-1-yl)pyrazin-2-yl)amino)-3,4-dihydroisoquinolin-2(1H)-yl)azetidine-1-carboxylate C(N)(=O)C=1C(=NC(=CN1)N1C[C@@H](CCC1)N1C(N(CC1)C)=O)NC=1C=C2CCN(CC2=CC1)C1CN(C1)C(=O)OC(C)(C)C